(S)-1-(3-chloro-4-(6-(1-methylcyclopropoxy)-9-((4-methylpyridin-2-yl)methyl)-9H-purin-8-yl)phenyl)-N-methylpyrrolidine-3-carboxamide ClC=1C=C(C=CC1C=1N(C2=NC=NC(=C2N1)OC1(CC1)C)CC1=NC=CC(=C1)C)N1C[C@H](CC1)C(=O)NC